N1(C=NC2=C1C=CC=C2)C2=CC=C(C=C2)NC(=O)NC=2N(N=C(C2)C(C)(C)C)C2=CC=CC=C2 1-(4-benzoimidazol-1-yl-phenyl)-3-(5-tert-butyl-2-phenyl-2H-pyrazol-3-yl)-urea